O3-tert-butyl O1-(phenylmethyl) propanedioate C(CC(=O)OC(C)(C)C)(=O)OCC1=CC=CC=C1